4-(5-Methoxy-2-(1-methyl-1H-pyrazol-4-yl)-4-nitrophenyl)morpholine COC=1C(=CC(=C(C1)N1CCOCC1)C=1C=NN(C1)C)[N+](=O)[O-]